C[C@@H]1CNCC[C@H]1NC(OC(C)(C)C)=O 4-tert-butyl ((trans)-3-methylpiperidin-4-yl)carbamate